CN1N=CC=2C1=NC=NC2NC(C(=O)O)CC 2-((1-methyl-1H-pyrazolo[3,4-d]pyrimidin-4-yl)amino)butyric acid